O=S1(NC2(CN(C2)C(=O)N2CC3(C2)CC(C3)CC=3C=NC(=CC3)C(F)(F)F)CC1)=O (6,6-dioxo-6lambda6-thia-2,5-diazaspiro[3.4]octan-2-yl)-[6-[[6-(trifluoromethyl)-3-pyridyl]methyl]-2-azaspiro[3.3]heptan-2-yl]methanone